7'-fluoro-1-(3-fluoropyrazolo[1,5-a]pyrimidin-7-yl)-5'-phenyltetrahydro-3'h-spiro[piperidine-4,2'-pyrrolo[2,1-b]oxazol]-3'-one FC1CC(N2C1OC1(C2=O)CCN(CC1)C1=CC=NC=2N1N=CC2F)C2=CC=CC=C2